methyl 2-(6-bromo-5-fluoro-1-oxo-4-(trifluoromethyl)-3,4-dihydroisoquinolin-2(1H)-yl)acetate BrC=1C(=C2C(CN(C(C2=CC1)=O)CC(=O)OC)C(F)(F)F)F